C(C)C=1C=C(C=C(C1)CC)C1=NN(C(=C1O)C)C 3-(3,5-Diethylphenyl)-1,5-dimethylpyrazol-4-ol